CN1N=CC(=C(C1=O)C)N[C@@H]1C[C@@H](CN(C1)C)C1=CC=C(C(=O)N2CCC3(CC2)CCN(CC3)C3=CC=C(C=C3)C3C(NC(CC3)=O)=O)C=C1 3-[4-[3-[4-[(3R,5R)-5-[(1,5-dimethyl-6-oxo-pyridazin-4-yl)amino]-1-methyl-3-piperidyl]benzoyl]-3,9-diazaspiro[5.5]undecan-9-yl]phenyl]piperidine-2,6-dione